(S)-3-methyl-N-(3-(1-((1-methyl-1H-pyrazolo[3,4-b]pyrazin-6-yl)amino)ethyl)phenyl)-4-(methylthio)benzamide CC=1C=C(C(=O)NC2=CC(=CC=C2)[C@H](C)NC2=CN=C3C(=N2)N(N=C3)C)C=CC1SC